nitrogen (diphenylphosphorus) C1(=CC=CC=C1)[P]C1=CC=CC=C1.[N]